ClC1=C(C=C(C(=O)N2CCC3(CC2)CCC(CC3)CCCC=O)C=C1)N1C(NC(CC1)=O)=O 4-(3-(4-chloro-3-(2,4-dioxotetrahydropyrimidin-1(2H)-yl)benzoyl)-3-azaspiro[5.5]undecan-9-yl)butanal